benzyl (2S)-2-(2,3-dihydroxypropoxy)-3-methylbutanoate OC(CO[C@H](C(=O)OCC1=CC=CC=C1)C(C)C)CO